COC(C1=C(C=C(C(=C1)F)[N+](=O)[O-])C)=O 5-fluoro-2-methyl-4-nitrobenzoic acid methyl ester